ClC1=CN(C=2N=C(N=CC21)NC=2C(=NN(C2)C2CCN(CC2)CC)Cl)CC 5-chloro-N-(3-chloro-1-(1-ethylpiperidin-4-yl)-1H-pyrazol-4-yl)-7-ethyl-7H-pyrrolo[2,3-d]pyrimidin-2-amine